P1(=O)(OC(C(C2=CC=CC=C2)O1)(C1=CC=CC=C1)C1=CC=CC=C1)OC1=CC=CC=C1 triphenylethylene phenyl phosphate